CC1CC(C1)(C1=NN=CN1C)C=1C=C(C=CC1)C=1OC2=C(N1)C=C(C=C2C(F)(F)F)C=O 2-{3-[(1r,3s)-3-Methyl-1-(4-methyl-1,2,4-triazol-3-yl)cyclobutyl]phenyl}-7-(trifluoromethyl)-1,3-benzoxazole-5-carbaldehyde